bis[N-(1-naphthyl)N-phenyl-amino]-biphenyl C1(=CC=CC2=CC=CC=C12)N(C1=CC=CC=C1)C1=CC=C(C=C1)C1=CC=C(C=C1)N(C1=CC=CC2=CC=CC=C12)C1=CC=CC=C1